N-(3-(8-amino-3-methylimidazo[1,5-a]pyrazin-1-yl)-2-fluorophenyl)-2,5-dichloro-3-(hydroxymethyl)benzenesulfonamide NC=1C=2N(C=CN1)C(=NC2C=2C(=C(C=CC2)NS(=O)(=O)C2=C(C(=CC(=C2)Cl)CO)Cl)F)C